ClC1=C(OC=2C=CC(=C(C2)S(=O)(=O)N)OC)C(=CC(=C1)N1N=C(C(NC1=O)=O)C(F)F)Cl 5-(2,6-dichloro-4-(6-(difluoromethyl)-3,5-dioxo-4,5-dihydro-1,2,4-triazin-2(3H)-yl)phenoxy)-2-methoxybenzenesulfonamide